bicyclo[2.2.2]oct-7-ene-2,3,5,6-tetracarboxylic acid C12C(C(C(C(C1C(=O)O)C(=O)O)C=C2)C(=O)O)C(=O)O